OC1=C(C=C(C2=CC=CC=C12)NS(=O)(=O)C=1C=CC=C2C=CC=NC12)C(C(=O)OCC)C(C)=O Ethyl 2-(1-hydroxy-4-(quinoline-8-sulfonylamino) naphthalen-2-yl)-3-oxobutanoate